2-(2-(cyclopropanesulfonylamino)thiazol-4-yl)-N-(2,3-difluoro-4-(pyridin-3-yl)phenyl)acetamide C1(CC1)S(=O)(=O)NC=1SC=C(N1)CC(=O)NC1=C(C(=C(C=C1)C=1C=NC=CC1)F)F